Cl.CC(C)(N)C dimethylethan-1-amine hydrochloride